FC(COC1=CC(=C(C=C1)[N+](=O)[O-])I)F 4-(2,2-difluoroethoxy)-2-iodo-1-nitrobenzene